O.O.[Cu+2] copper (ii) dihydrate